CS(=O)(=O)OCC1=NC(=NC=C1)N1CC(C1)SC (2-(3-(methylthio)azetidin-1-yl)pyrimidin-4-yl)methyl methanesulfonate